CNC1=CC=CC=2C=CCCC12 4-methylamino-5H-naphthalene